2-(3-chloropyridin-2-yl)-1,2,4-triazole-3-thione ClC=1C(=NC=CC1)N1NC=NC1=S